COC(=O)[C@@H]1[C@@H]2CC[C@@H]([C@H]12)O |r| (±)-(1S,2S,5R,6R)-2-hydroxybicyclo[3.1.0]hexane-6-carboxylic acid methyl ester